OB1N(N=CC2=C1C=C(C=C2)C2=CC=CC=C2)C(C)=O 1-(1-hydroxy-7-phenyl-2,3,1-benzodiazaborinin-2-yl)ethanone